(S,E)-tert-Butyl-2-((3-(7-(dimethylamino)-2-((methoxycarbonyl)amino)-7-oxohept-5-enamido)-2-oxopyridin-1(2H)-yl)methyl)-4-isobutyl-1H-indol-1-carboxylat C(C)(C)(C)OC(=O)N1C(=CC2=C(C=CC=C12)CC(C)C)CN1C(C(=CC=C1)NC([C@H](CC\C=C\C(=O)N(C)C)NC(=O)OC)=O)=O